4-(3-isopropyl-5-(1-(4-(pyrrolidin-1-yl)benzyl)piperidin-4-yl)-1H-indol-2-yl)-1H-pyrazolo[3,4-b]pyridine C(C)(C)C1=C(NC2=CC=C(C=C12)C1CCN(CC1)CC1=CC=C(C=C1)N1CCCC1)C1=C2C(=NC=C1)NN=C2